C(C)OC1=NC(=NC=C1)NCC=1C(=NOC1C1=CC=C(C(=N1)C)O[C@@H]1C[C@H](CCC1)C(=O)O)C (1s,3s)-3-((6-(4-(((4-ethoxypyrimidin-2-yl)amino)methyl)-3-methylisoxazol-5-yl)-2-methylpyridin-3-yl)oxy)cyclohexane-1-carboxylic acid